C(C(=C)C)(=O)O.CC=1C(OC2=CC=CC=C2C1)=O methyl-coumarin methacrylate